(S)-2-Hydroxymethyl-azetidine-1-carboxylic acid tert-butyl ester C(C)(C)(C)OC(=O)N1[C@@H](CC1)CO